8-((4-bromo-2-fluorophenyl)amino)-2-(4-methoxybenzyl)-7-methyl-3,4-dihydro-2,7-naphthyridine-1,6(2h,7h)-dione BrC1=CC(=C(C=C1)NC=1N(C(C=C2CCN(C(C12)=O)CC1=CC=C(C=C1)OC)=O)C)F